4-(4-bromo-3,5-dimethoxybenzyl)morpholine BrC1=C(C=C(CN2CCOCC2)C=C1OC)OC